FC1=C(C=CC(=N1)N)B1OC(C(O1)(C)C)(C)C 6-fluoro-5-(4,4,5,5-tetramethyl-1,3,2-dioxaborolan-2-yl)pyridin-2-amine